8-acetyl-2-(1-fluorocyclopropyl)-3,6-dimethylquinazolin-4(3H)-one C(C)(=O)C=1C=C(C=C2C(N(C(=NC12)C1(CC1)F)C)=O)C